FC=1C(=C(C=CC1F)[C@H]1[C@@H](O[C@@]([C@@H]1C)(C(F)(F)F)C)C(=O)NC1=CN=CC(=N1)C(=O)N)OC 6-[[(2R,3S,4R,5S)-3-(3,4-Difluoro-2-methoxy-phenyl)-4,5-dimethyl-5-(trifluoromethyl)tetrahydrofuran-2-carbonyl]amino]pyrazin-2-carboxamid